1-(4-fluorobenzoyl)-3-(((6-methoxynaphthalen-2-yl)oxy)methyl)azetidine-3-carbonyl azide FC1=CC=C(C(=O)N2CC(C2)(C(=O)N=[N+]=[N-])COC2=CC3=CC=C(C=C3C=C2)OC)C=C1